C(C)(=O)O[C@H](COC1=CC=C(C=C1)S(=O)(=O)C1=CC(=C(C(=C1)Cl)OC[C@@H](CS(=O)(=O)CC)OC(C)=O)Cl)CCl (R)-1-(4-((4-((S)-2-acetoxy-3-(ethylsulfonyl)propoxy)-3,5-dichlorophenyl) sulfonyl) phenoxy)-3-chloropropan-2-yl acetate